5-((2R,5S)-5-methylpiperidin-2-yl)-2-(1,4,4-trimethylpyrrolidin-3-yl)benzo[d]thiazole C[C@H]1CC[C@@H](NC1)C=1C=CC2=C(N=C(S2)C2CN(CC2(C)C)C)C1